N-(4-methyl-3-(4,4,5,5-tetramethyl-1,3,2-dioxaborolan-2-yl)phenyl)-4-(trifluoromethyl)picolinamide CC1=C(C=C(C=C1)NC(C1=NC=CC(=C1)C(F)(F)F)=O)B1OC(C(O1)(C)C)(C)C